1-aminocyclobutanecarboxylic acid NC1(CCC1)C(=O)O